C(#N)/C(/C(=O)NC=1C=NC(=CC1)OC)=C(\C=1C=NOC1C)/O (Z)-2-cyano-3-hydroxy-N-(6-methoxy-3-pyridyl)-3-(5-methylisoxazol-4-yl)prop-2-enamide